COC(C(CCCC)CC)=O 2-Ethyl-hexanoic acid methyl ester